ClC=1C=C(C=CC1Cl)N1C2CN(CC1CC2)C(=O)N2C(C=CC1=CC=CC=C21)=O (8-(3,4-dichlorophenyl)-3,8-diazabicyclo[3.2.1]octane-3-carbonyl)quinolin-2(1H)-one